O1C(CCCC1)OCC=CCN1C(C2=CC=CC=C2C1=O)=O 2-[4-(Tetrahydro-pyran-2-yloxy)-but-2-enyl]-isoindole-1,3-dione